[2-(4,4-difluoro-1-piperidinyl)-5-(trifluoromethyl)-3-pyridinyl]boronic acid FC1(CCN(CC1)C1=NC=C(C=C1B(O)O)C(F)(F)F)F